[K+].C1(CCC1)C[B-](F)(F)F Cyclobutylmethyl(trifluoro)boranuide potassium salt